C(C)(C)(C)OC(=O)N1CC(N(CC1)C1=C(C=C(C(=C1)C(=O)OC)[N+](=O)[O-])C=C)CCO 3-(2-hydroxyethyl)-4-(5-(methoxycarbonyl)-4-nitro-2-vinylphenyl)piperazine-1-carboxylic acid tert-butyl ester